C(CCCCCCCCCCCCCCC)C(C(C)(C)C)(S(=O)(=O)[O-])[NH3+] palmityl-dimethyl-ammonio-propanesulfonate